COC=1C=C(C=CC1OC)C1=CC=NC=2N1N=C(C2)C(=O)NC2=CC=C(C=C2)CO 7-(3,4-dimethoxyphenyl)-N-(4-(hydroxymethyl)phenyl)pyrazolo[1,5-a]pyrimidine-2-carboxamide